C(CCCCCC)C1CC\C=C/CC(C[C@H](NC([C@@H](NC1=O)CC(C)C)=O)C(=O)N(C)OC)C(=O)N(C)C (2S,5S,Z)-13-heptyl-2-isobutyl-N-methoxy-N5,N7,N7-trimethyl-3,14-dioxo-1,4-diazacyclotetradec-9-ene-5,7-dicarboxamide